[S-2].[S-2].[S-2].[Cr+6] chromium trisulfide